CN(CCNC(=O)C1=CSC(=C1)C=1C=C2C=CC=NC2=C(C1)O)C N-(2-(dimethylamino)ethyl)-5-(8-hydroxyquinolin-6-yl)thiophene-3-carboxamide